ClC=1SC2=C(N1)C=C(C=C2)C=O 2-chloro-1,3-benzothiazole-5-carbaldehyde